3-methyl-N-(4-methyl-1,1-dioxo-thian-4-yl)imidazo[1,2-a]pyridine-2-carboxamide CC1=C(N=C2N1C=CC=C2)C(=O)NC2(CCS(CC2)(=O)=O)C